[OH-].C(C=C)[N+](CCC)(CCC)C=CC allyl-propenyl-dipropylammonium hydroxide